ClC=1C(=NC(=NC1)N1CCC(CC1)C(=O)O)NC=1C=C2C=C(C(N(C2=C(C1)OC)C)=O)OCC(=O)NC 1-(5-chloro-4-((8-methoxy-1-methyl-3-(2-(methylamino)-2-oxoethoxy)-2-oxo-1,2-dihydroquinolin-6-yl)amino)pyrimidin-2-yl)piperidine-4-carboxylic acid